2-Methoxy-2-oxoethyl-1-{2-chloro-4-fluoro-5-[3-methyl-2,6-dioxo-4-(trifluoromethyl)-3,6-dihydropyrimidine-1(2H)-yl]phenoxy}cyclopropanecarboxylate COC(COC(=O)C1(CC1)OC1=C(C=C(C(=C1)N1C(N(C(=CC1=O)C(F)(F)F)C)=O)F)Cl)=O